NC1=NSC(=N1)C1=CC=CC=C1 3-amino-5-phenyl-1,2,4-thiadiazole